OCCOCCC1=CC=2N(C=C1)C(=CN2)C(=O)OCC ethyl 7-[2-(2-hydroxyethoxy)ethyl]imidazo[1,2-a]pyridine-3-carboxylate